(Z,Z)-2,13-Octadecadien-1-ol C(\C=C/CCCCCCCCC\C=C/CCCC)O